O=C1NC(CC[C@@H]1N1C(C2=CC=C(C=C2C1=O)N1CCC(CC1)CN1CCC(CC1)NC1=C2N=CN(C2=NC=N1)C1CC(C1)NC(C1=NC(=CC=C1)C)=O)=O)=O N-((1s,3s)-3-(6-((1-((1-(2-(2,6-dioxopiperidin-3-yl)-1,3-dioxoisoindolin-5-yl)piperidin-4-yl)methyl)piperidin-4-yl)amino)-9H-purin-9-yl)cyclobutyl)-6-methylpicolinamide